3-(1,1-difluoroethyl)-4-hydroxy-5-nitrobenzoic acid methyl ester COC(C1=CC(=C(C(=C1)[N+](=O)[O-])O)C(C)(F)F)=O